3-((8-Carbamoyl-6-chloropyrido[3,2-d]pyrimidin-4-yl)amino)azepane-1-carboxylic acid tert-butyl ester C(C)(C)(C)OC(=O)N1CC(CCCC1)NC=1C2=C(N=CN1)C(=CC(=N2)Cl)C(N)=O